BrC1=CC=2C=3C=CC=CC3NC2C=2C1=CC=C1C3=CC=CC=C3NC21 6-bromo-13,14-dihydro-carbazolo[1,2-a]carbazole